C(CCC)N1C=CC=2C1=NC(=CC2)NC2=CC(=CC(=C2)C(C)(C)C)C(C)(C)C 1-butyl-N-(3,5-di-tert-butylphenyl)-1H-pyrrolo[2,3-b]pyridin-6-amine